BrC1=CC=CC=2C=3N(C(=NC12)N[C@@H](C(=O)N1CC2(COC2)C1)C)N=C(N3)C3=CC=C(C=C3)OC (2R)-2-{[7-bromo-2-(4-methoxyphenyl)[1,2,4]triazolo[1,5-c]quinazolin-5-yl]amino}-1-(2-oxa-6-azaspiro[3.3]hept-6-yl)propan-1-one